ClC=1C=C2C(=NC=NC2=C(C1C1=C(C=CC=C1)C(C)(C)O)F)N1CCN(CC1)C(C=C)=O 1-(4-(6-chloro-8-fluoro-7-(2-(2-hydroxy-propan-2-yl)phenyl)quinazolin-4-yl)piperazin-1-yl)prop-2-en-1-one